C(C)(C)(C)OC(=O)N(C1CCN(CC1)C1=CC=CC2=C1OC(CN2C(=O)OCC2=CC=CC=C2)(C)C)C benzyl 8-(4-((tert-butoxycarbonyl)(methyl)amino)piperidin-1-yl)-2,2-dimethyl-2,3-dihydro-4H-benzo[b][1,4]oxazine-4-carboxylate